CC(=O)OC[C@@H]1[C@H]([C@@H](C=CO1)OC(=O)C)OC(=O)C 3,4,6-tri-O-acetyl-D-glucal